The molecule is a disaccharide formed between beta-D-galactose and D-gluconic acid. It has a role as an antioxidant. It derives from a lactose. It is a conjugate acid of a lactobionate. C([C@@H]1[C@@H]([C@@H]([C@H]([C@@H](O1)O[C@H]([C@@H](CO)O)[C@@H]([C@H](C(=O)O)O)O)O)O)O)O